NC1=C(N=C2N1C=CC=C2C2=C(C=CC(=C2)C(F)(F)F)OC)C(=O)NCCC 3-Amino-8-(2-methoxy-5-(trifluoromethyl)phenyl)-N-propylimidazo[1,2-a]pyridine-2-carboxamide